yttrium carbon N,N-Diethylanilin C(C)N(C1=CC=CC=C1)CC.[C].[Y]